C(C)OC(=O)C1=CC=C(C=C1)OB(O)O [4-(ethoxycarbonyl)phenyl]boric acid